COC(=O)C1OC(C(C(C1OC(C)=O)OC(C)=O)OC(C)=O)Br 3,4,5-tris(acetoxy)-6-bromooxane-2-carboxylic acid methyl ester